5-(2-Oxo-hexahydro-thieno[3,4-d]imidazol-6-yl)-pentanoic acid O=C1NC2C(N1)C(SC2)CCCCC(=O)O